C(CCCCCCC\C=C/C\C=C/CCCCC)(=O)OCCCCCCCCCCC undecyl (9Z,12Z)-octadeca-9,12-dienoate